ClC=1N=C(C2=C(N1)C(=C(N=C2)Cl)F)N2CC1(CCC(C2)N1C(=O)OC(C)(C)C)CNC(C(F)(F)F)=O tert-butyl 3-(2,7-dichloro-8-fluoro-pyrido[4,3-d]pyrimidin-4-yl)-1-[[(2,2,2-trifluoroacetyl)amino]methyl]-3,8-diazabicyclo[3.2.1]octane-8-carboxylate